OC1=C(C=CC(=C1)OCC(CCCC)CC)C1=NC(=NC(=N1)C1=C(C=C(C=C1)OCC(CCCC)CC)O)C1=CC=C(C=C1)OC 2,4-bis[2-hydroxy-4-(2-ethylhexyl-oxy)phenyl]-6-(4-methoxyphenyl)-1,3,5-triazine